calcium dipicolinate N1=C(C=CC=C1)C(=O)[O-].N1=C(C=CC=C1)C(=O)[O-].[Ca+2]